N-(4-(tert-butyl)phenyl)-2-chloro-N-(1-(6-cyanopyridin-3-yl)-2-(cyclohexylamino)-2-oxoethyl)acetamide C(C)(C)(C)C1=CC=C(C=C1)N(C(CCl)=O)C(C(=O)NC1CCCCC1)C=1C=NC(=CC1)C#N